(E)-octadeca-11-enoic acid C(CCCCCCCCC\C=C\CCCCCC)(=O)O